C(C1=CC=CC=C1)OC(=O)NC[C@H](CC(CC(=O)OCC)C1CC1)[C@@H](C)NC(=O)OC(C)(C)C ethyl (5S,6R)-5-((((benzyloxy)carbonyl)amino)methyl)-6-((tert-butoxycarbonyl)amino)-3-cyclopropylheptanoate